1-(1-oxo-2-methyl-2-propenyl)-piperidine O=C(C(=C)C)N1CCCCC1